N1N=CC(=C1)CC1=NC(=CC=C1)C(F)(F)F 2-((1H-pyrazol-4-yl)methyl)-6-(trifluoromethyl)pyridine